C(C)(=O)OCC1=C(C=CC=C1CNC(=O)C=1N=CN(C1)C1=NC(=NC=C1C)N[C@@H]1COCC1)Cl (S)-2-chloro-6-((1-(5-methyl-2-((tetra-hydrofuran-3-yl)amino)pyrimidin-4-yl)-1H-imidazole-4-carboxamido)-methyl)benzyl acetate